C(C)(C)(C)OC(=O)N1C[C@H]([C@@H](CC1)O)OC.ClC(CNS(=O)(=O)C(\C=C\CCC)B1OC(C(N(C(C(O1)=O)(C)C)C)(C)C)=O)(Cl)Cl 2,2,2-trichloroethyl-(E)-(1-(5,5,6,7,7-pentamethyl-4,8-dioxo-1,3,6,2-dioxazaborocan-2-yl)hex-2-en-1-yl)sulfonamide tert-butyl-(3R,4R)-4-hydroxy-3-methoxypiperidine-1-carboxylate